N[C@H](C=1OC2=C(N1)C=C(C=C2)C[C@@H]2C(N[C@@H](C2)C(F)(F)F)=O)C2CCC(CC2)(F)F (3S,5S)-3-((2-((S)-amino(4,4-difluorocyclohexyl)methyl)benzo[d]oxazol-5-yl)methyl)-5-(trifluoromethyl)-pyrrolidin-2-one